C(C1=CC=CC=C1)OC[C@@H](CNC([C@H](CC)Cl)=O)O (S)-N-((R)-3-(benzyloxy)-2-hydroxypropyl)-2-chlorobutanamide